[Si](C)(C)(C(C)(C)C)OCC/C=C/C=1C(=NC(=NC1)SC)C(=O)N(C)OC 5-[(E)-4-[tert-butyl(dimethyl)silyl]oxybut-1-enyl]-N-methoxy-N-methyl-2-methylsulfanyl-pyrimidine-4-carboxamide